BrC=1C=CC2=C(N(C=N2)C2=CC=C(C=C2)NC(C(C)C)=O)C1 N-(4-(6-bromo-1H-benzo[d]imidazol-1-yl)phenyl)isobutyramide